NC=1C=CC(=C(C1)[C@@H]1COCCCN1C1=NC(=NC(=C1)C)N)Cl (R)-4-(3-(5-amino-2-chlorophenyl)-1,4-oxazepan-4-yl)-6-methylpyrimidin-2-amine